[Na+].[Fe-4](C#N)(C#N)(C#N)(C#N)(C#N)C#N.[Mn+2].[Ni+2] nickel manganese ferrocyanide sodium